5-cyano-N-[2,4-difluoro-3-[1-(4H-1,2,4-triazol-3-yl)imidazo[1,5-a]pyridin-6-yl]phenyl]-2-methoxypyridine-3-sulfonamide C(#N)C=1C=C(C(=NC1)OC)S(=O)(=O)NC1=C(C(=C(C=C1)F)C=1C=CC=2N(C1)C=NC2C2=NN=CN2)F